IC1=CC(=NC=C1)C 4-iodo-2-methyl-pyridine